NC=1C(=NC(=CC1C1=CC=C(C=C1)Br)C1=CC=C(C=C1)O)C#N amino-4-(4-bromophenyl)-6-(4-hydroxyphenyl)cyanopyridine